C\C(=C/CC1=C(C=C(C(=C1O)C=1C=NNC1)CCCCC)O)\CCC=C(C)C (E)-2-(3,7-dimethylocta-2,6-dien-1-yl)-5-pentyl-4-(1H-pyrazol-4-yl)benzene-1,3-diol